6-bromo-3-methoxypyridinealdehyde BrC1=CC=C(C(=N1)C=O)OC